BrC=1C=C(C(=NC1)N1C=NN(C1=O)C\C(\CNC(OC(C)(C)C)=O)=C/F)F tert-butyl (Z)-(2-((4-(5-bromo-3-fluoropyridin-2-yl)-5-oxo-4,5-dihydro-1H-1,2,4-triazol-1-yl)methyl)-3-fluoroallyl)carbamate